1-(2,6-difluorobenzyl)-5-((dimethylamino)methyl)-3-(1,1-dioxotetrahydro-2H-thiopyran-4-yl)-6-(4-nitrophenyl)thieno[2,3-d]pyrimidine-2,4(1H,3H)-dione FC1=C(CN2C(N(C(C3=C2SC(=C3CN(C)C)C3=CC=C(C=C3)[N+](=O)[O-])=O)C3CCS(CC3)(=O)=O)=O)C(=CC=C1)F